ClC1=NC=2N(C(=C1)C1=CC=CC=C1)N=C(C2)C(=O)OCC ethyl 5-chloro-7-phenylpyrazolo[1,5-a]pyrimidine-2-carboxylate